C1=C2C(=CC=3C4=CC=CC=C4C13)C(=O)OC2=O Biphenylene-2,3-dicarboxylic anhydride